FC(CN1[C@@H](C=2NC3=CC=CC=C3C2C[C@H]1C)C1=C(C=C(S1)CC1CN(C1)C(=O)OC(C)(C)C)C)(C)C tert-butyl 3-((5-((1S,3R)-2-(2-fluoro-2-methylpropyl)-3-methyl-2,3,4,9-tetrahydro-1H-pyrido[3,4-b]indol-1-yl)-4-methylthiophen-2-yl)methyl)azetidine-1-carboxylate